2-{[4-(1-methyl-1H-indazol-6-yl)-1-oxo-2,3-dihydro-1H-isoindol-2-yl]methyl}prop-2-enenitrile CN1N=CC2=CC=C(C=C12)C1=C2CN(C(C2=CC=C1)=O)CC(C#N)=C